1-[[6-(azepan-1-yl)-2-chloro-5-(hydroxymethyl)pyrimidin-4-yl]methyl]-2-ethoxy-cyclohex-2-en-1-ol N1(CCCCCC1)C1=C(C(=NC(=N1)Cl)CC1(C(=CCCC1)OCC)O)CO